C(C)(C)N(C(OC(C=1N(C(=C(N1)CS(=O)(=O)C)C)COCC[Si](C)(C)C)C1=CC(=C(C=C1)F)Cl)=O)C(C)C (3-chloro-4-fluorophenyl)(5-methyl-4-((methylsulfonyl)methyl)-1-((2-(trimethylsilyl)ethoxy)methyl)-1H-imidazol-2-yl)methyl diisopropylcarbamate